O1C(=CC=C1)/C=C/C(=O)Cl (E)-3-(furan-2-yl)acryloyl chloride